N-(8-(methylamino)-5-(6-morpholino-[1,2,4]triazolo[1,5-a]pyridin-2-yl)pyrido[3,4-c]pyridazin-3-yl)cyclopropanecarboxamide CNC1=NC=C(C2=C1N=NC(=C2)NC(=O)C2CC2)C2=NN1C(C=CC(=C1)N1CCOCC1)=N2